3-(3-Phenylpropyl)-5-[(2S,4S)-1-methanesulfonyl-4-phenylpyrrolidin-2-yl]-1,2,4-oxadiazole C1(=CC=CC=C1)CCCC1=NOC(=N1)[C@H]1N(C[C@@H](C1)C1=CC=CC=C1)S(=O)(=O)C